(S)-(2-Amino-5-cyclopropoxy-4-((triisopropylsilyl)oxy)phenyl)(6-(((tert-butyldimethylsilyl)oxy)methyl)-5-azaspiro[2.4]heptan-5-yl)methanone NC1=C(C=C(C(=C1)O[Si](C(C)C)(C(C)C)C(C)C)OC1CC1)C(=O)N1CC2(CC2)C[C@H]1CO[Si](C)(C)C(C)(C)C